3,6-dichloro-N-(pyridin-2-ylmethyl)pyridazine-4-carboxamide ClC=1N=NC(=CC1C(=O)NCC1=NC=CC=C1)Cl